C(C)C1=C(CN2C[C@H](CC2)C(=O)O)C=CC(=C1)/C(/C)=N/OCC1=C(C=C(C=C1)C1=NC=C(N=C1)F)F (S,E)-1-(2-ethyl-4-(1-(((2-fluoro-4-(5-fluoropyrazin-2-yl)benzyl)oxy)imino)ethyl)benzyl)pyrrolidine-3-carboxylic acid